ClC=1C=C(C=C(C1OC=1C=C2C3(C(NC2=CC1)=O)CCC3)Cl)N3N=C(C(NC3=O)=O)C(=O)O 2-(3,5-dichloro-4-((2'-oxospiro[cyclobutane-1,3'-indolin]-5'-yl)oxy)phenyl)-3,5-dioxo-2,3,4,5-tetrahydro-1,2,4-triazine-6-carboxylic acid